C(C1=CC=CC=C1)C1CC(=NO1)CNC(=O)C=1C=2N(C=CC1)C=CN2 5-benzyl-3-((imidazo[1,2-a]pyridine-8-carboxamido)methyl)-4,5-dihydroisoxazole